6-chloro-2-((R)-1-((S)-4,6-dimethyl-1,4-diazepan-1-yl)butyl)-3-ethylquinazolin-4(3H)-one ClC=1C=C2C(N(C(=NC2=CC1)[C@@H](CCC)N1CCN(C[C@@H](C1)C)C)CC)=O